C(C1=CC=CC=C1)N1N=CC(=C1)C(=O)N1CC2(CN(C2)C(=O)[C@@H]2C(C2)(C)C)[C@H](C1)C(=O)O (R)-6-(1-benzyl-1H-pyrazole-4-carbonyl)-2-((S)-2,2-dimethylcyclopropane-1-carbonyl)-2,6-diazaspiro[3.4]octane-8-carboxylic acid